C1(CC1)C=1N=CC=2N(C1[C@@H](O)C=1N=NN(C1)C1=C(C=C(C(=C1)F)OCC1COC1)F)C=NC2 (R)-(6-Cyclopropyl-imidazo[1,5-a]pyrazin-5-yl)-{1-[2,5-difluoro-4-(oxetan-3-ylmethoxy)-phenyl]-1H-[1,2,3]triazol-4-yl}-methanol